cis-N-(3-fluoro-4-(furan-2-yl)benzyl)-1-isobutyryl-6-methyl-4-(phenylsulfonyl)piperazine-2-carboxamide FC=1C=C(CNC(=O)[C@@H]2N([C@@H](CN(C2)S(=O)(=O)C2=CC=CC=C2)C)C(C(C)C)=O)C=CC1C=1OC=CC1